C(CCCCCCC)[Si](OC(C)C)(OC(C)C)C octyl-methyl-diisopropoxysilane